OC[C@H](C[C@H]1C(NCC1)=O)NC([C@H](CC(C)C)NC(=O)C=1NC2=CC=CC=C2C1)=O N-((S)-1-(((S)-1-hydroxy-3-((S)-2-oxopyrrolidin-3-yl)propan-2-yl)amino)-4-methyl-1-oxopent-2-yl)-1H-indole-2-carboxamide